5,11,14-eicosatrienoic acid C(CCCC=CCCCCC=CCC=CCCCCC)(=O)O